[Cl-].[Cl-].ClC1=CC=C(C=C1)C(=[Zr+2](C1=CC=CC=2C3=CC=CC=C3CC12)C1C=CC=C1)C1=CC=C(C=C1)Cl Bis(p-chlorophenyl)methylene(cyclopentadienyl)(fluorenyl)zirconium dichloride